ClC1=C2C=CNC2=C(C=C1)C=1C(N(CCC1)C)CO (3-(4-chloro-1H-indol-7-yl)-1-methyl-1,2,5,6-tetrahydropyridin-2-yl)methanol